1-(3-chlorophenyl)-3-((3-(2,6-dioxopiperidin-3-yl)-4-oxo-3,4-dihydrobenzo[d][1,2,3]triazin-7-yl)methyl)thiourea ClC=1C=C(C=CC1)NC(=S)NCC=1C=CC2=C(N=NN(C2=O)C2C(NC(CC2)=O)=O)C1